tricarboxyethylphosphane C(=O)(O)C(CP)(C(=O)O)C(=O)O